3-(trifluoromethyl)pyrrolidine-1-carboxylic acid tert-butyl ester C(C)(C)(C)OC(=O)N1CC(CC1)C(F)(F)F